C1(=CC=CC=C1)N1CCN(C2=CC=CC=C12)CC 2-(4-phenyl-3,4-dihydroquinoxalin-1(2H)-yl)ethane